C(C)[C@]1(C[C@@H]2CC[C@H]3[C@@H]4CCC[C@@H]([C@]4(CC[C@@H]3[C@]2(CC1)C)C)[C@H](C)CCCC(C)(C)O)O (2S,4aS,4bS,6aR,7R,10aS,10bR,12aS)-2-ethyl-7-((R)-6-hydroxy-6-methylheptan-2-yl)-4a,6a-dimethyloctadecahydrochrysen-2-ol